Bis(2,6-dichlorobenzoyl)-4-chlorophenylphosphine oxide ClC1=C(C(=O)P(C2=CC=C(C=C2)Cl)(C(C2=C(C=CC=C2Cl)Cl)=O)=O)C(=CC=C1)Cl